FC=1C=C(C2=C(OCCO2)C1)N1CCNCC1 7-Fluoro-5-(piperazin-1-yl)-2,3-dihydro-1,4-benzodioxine